CS(=O)(=O)[O-].C(CCCC)[N+]1=CC(=CC=C1)CCCC 1-Pentyl-3-butylpyridinium methansulfonat